O[C@H](CCC)C1=CC(=C(C=N1)C=1C=NC2=CC(=NC=C2C1)NC(C)=O)C (R)-N-(3-(6-(1-hydroxybutyl)-4-methylpyridin-3-yl)-1,6-naphthyridin-7-yl)acetamide